6-bromo-4-fluoro-isoindoline-2-carboxylate BrC1=CC(=C2CN(CC2=C1)C(=O)[O-])F